methoxyl-uridine O(C)[C@@]1([C@H](O)[C@H](O)[C@@H](CO)O1)N1C(=O)NC(=O)C=C1